(S)-3-(1-(6-(4-fluoro-1H-pyrazol-1-yl)pyridin-3-yl)ethyl)-2-methyl-1,3,8-triazaspiro[4.5]dec-1-en-4-one FC=1C=NN(C1)C1=CC=C(C=N1)[C@H](C)N1C(=NC2(C1=O)CCNCC2)C